3-(3-((6-(but-3-yn-1-yloxy)pyridin-3-yl)methyl)isoxazol-5-yl)pyridin-2-amine C(CC#C)OC1=CC=C(C=N1)CC1=NOC(=C1)C=1C(=NC=CC1)N